C(C)N1N=CC(=C1)NC=1N=C(C2=C(N1)N(C=C2)COCC[Si](C)(C)C)N([C@@H]2CC[C@@H](N(C2)C(=O)OCC2=CC=CC=C2)C)C Benzyl (2s,5r)-5-((2-((1-ethyl-1H-pyrazol-4-yl) amino)-7-((2-(trimethylsilyl) ethoxy) methyl)-7H-pyrrolo[2,3-d]pyrimidin-4-yl) (methyl) amino)-2-methylpiperidine-1-carboxylate